C(N)(=O)C1=NN(C=C1NC(=O)C=1N=C(OC1)C1=CC=NC=C1)C1=CC=C(C=C1)CO N-[3-carbamoyl-1-[4-(hydroxymethyl)phenyl]pyrazol-4-yl]-2-(4-pyridyl)oxazole-4-carboxamide